(S)-N-(5-aminopyridin-2-yl)-2-((S)-5-chloro-6-fluoro-2-phenyl-2-((S)-pyrrolidin-2-yl)-2,3-dihydrobenzofuran-4-yl)-3-fluoro-4-(2-hydroxyethoxy)benzamide manganese-beryllium [Be].[Mn].NC=1C=CC(=NC1)NC(C1=C(C(=C(C=C1)OCCO)F)C1=C(C(=CC2=C1C[C@@](O2)([C@H]2NCCC2)C2=CC=CC=C2)F)Cl)=O